NC=1C(=C(C(=O)NC2=C(C=C(C=C2C(F)(F)F)C(C(F)(F)F)(C(F)(F)F)F)Br)C=CC1)F 3-amino-N-[2-bromo-4-(1,1,1,2,3,3,3-heptafluoropropan-2-yl)-6-trifluoromethylphenyl]-2-fluorobenzamide